N'-(3-methyl-2-hydroxybenzylidene)-2-((3-difluoromethoxyphenyl)amino)butanoyl-hydrazine CC=1C(=C(C=NNC(C(CC)NC2=CC(=CC=C2)OC(F)F)=O)C=CC1)O